C(C)S(=O)(=O)NC1=CC(=C(C=C1)C1=NNC(=C1C(=O)N)NC1=NC=CN=C1)OC 3-(4-(ethylsulfonamido)-2-methoxyphenyl)-5-(pyrazin-2-ylamino)-1H-pyrazole-4-carboxamide